ethylbenzene-d2 C(C)C1=C(C(=CC=C1)[2H])[2H]